CN1[C@@H](CCC1)COC=1N=C(C2=C(N1)CNCC2)N2C[C@H]1CC[C@@H](C2)N1C(=O)OC(C)(C)C tert-butyl (1R,5S)-3-(2-(((S)-1-methylpyrrolidin-2-yl)methoxy)-5,6,7,8-tetrahydropyrido[3,4-d]pyrimidin-4-yl)-3,8-diazabicyclo[3.2.1]octane-8-carboxylate